BrC=1C=CC2=C(N(N=N2)CCOC)C1 6-bromo-1-(2-methoxyethyl)-1H-benzo[d][1,2,3]triazole